COC(C1=C(N=C(C=C1)OC)F)=O 2-fluoro-6-methoxynicotinic acid methyl ester